dimethyl 5-((t-butoxycarbonyl) amino)-1,3-dimethyl-2-oxoindoline-3,6-dicarboxylate C(C)(C)(C)OC(=O)NC=1C=C2C(C(N(C2=CC1C(=O)OC)C)=O)(C(=O)OC)C